ClC=1C=CC2=C(C=C(O2)C2=CN=CC3=C2OCCN3C(=O)C3CN(C3)CC3=CC(=CC=C3)F)C1 (8-(5-Chlorobenzofuran-2-yl)-2,3-dihydro-4H-pyrido[4,3-b][1,4]oxazin-4-yl)(1-(3-fluorobenzyl)azetidin-3-yl)methanone